ClC=1C(=NC2=C(C=CC=C2C1)F)N chloro-8-fluoroquinolin-2-amine